diethyl (S)-(2-(4-benzyl-2-oxooxazolidin-3-yl)-2-oxoethyl)phosphonate C(C1=CC=CC=C1)[C@@H]1N(C(OC1)=O)C(CP(OCC)(OCC)=O)=O